C(C)(C)(C)NS(=O)(=O)C1=CC(=CC=C1)NC1=NC(=NC=C1C)NC=1N=NC(=CC1)N1CCN(CC1)CC1=CC(=CC=C1)C1C(NC(CC1)=O)=O N-(tert-butyl)-3-((2-((6-(4-(3-(2,6-dioxopiperidin-3-yl)benzyl)piperazin-1-yl)pyridazin-3-yl)amino)-5-methylpyrimidin-4-yl)amino)benzenesulfonamide